COC(=O)C1=CC=NN1C1CN(CCC1)C(=O)OC(C)(C)C tert-butyl 3-(5-(methoxycarbonyl)-1H-pyrazol-1-yl)piperidine-1-carboxylate